(7-(6-(6-azaspiro[3.4]octane-6-yl)pyridin-3-yl)pyrazolo[1,5-a]pyridin-3-yl)(piperidin-1-yl)methanone C1CCC12CN(CC2)C2=CC=C(C=N2)C2=CC=CC=1N2N=CC1C(=O)N1CCCCC1